CC1(CCN(CC1)CC=1C=CC=2N(C1)C=C(N2)CN2C(C1=CN=CC(=C1C=C2)N2CC1(C2)CCOCC1)=O)C 2-({6-[(4,4-dimethylpiperidin-1-yl)methyl]imidazo[1,2-a]pyridin-2-yl}methyl)-5-{7-oxa-2-azaspiro[3.5]nonan-2-yl}-1,2-dihydro-2,7-naphthyridin-1-one